Cl.ClC=1C=C(NC)C=CC1F 3-chloro-4-fluoro-N-methylaniline hydrogen chloride